hydroxy-β-methylbutyric acid OC(C(=O)O)C(C)C